N-[(2-amino-3-chloroquinolin-7-yl)methyl]-N-(4,4-difluoro-1,1-dioxo-3,4-dihydro-2H-1λ6-benzothiopyran-8-yl)-2-methylpyrimidine-5-carboxamide NC1=NC2=CC(=CC=C2C=C1Cl)CN(C(=O)C=1C=NC(=NC1)C)C1=CC=CC=2C(CCS(C21)(=O)=O)(F)F